2-[4-[(E)-3-(4-Hydroxyphenyl)prop-2-enoyl]phenoxy]-N-(2-methylphenyl)acetamide OC1=CC=C(C=C1)/C=C/C(=O)C1=CC=C(OCC(=O)NC2=C(C=CC=C2)C)C=C1